methacrylamidopropyl-dimethylbutyl-ammonium chloride [Cl-].C(C(=C)C)(=O)NCCC[N+](CCCC)(C)C